tert-butyl (S)-3-(((3-(2,6-bis(benzyloxy)pyridin-3-yl)-1-methyl-1H-indazol-6-yl)amino)methyl)pyrrolidine-1-carboxylate C(C1=CC=CC=C1)OC1=NC(=CC=C1C1=NN(C2=CC(=CC=C12)NC[C@H]1CN(CC1)C(=O)OC(C)(C)C)C)OCC1=CC=CC=C1